(E)-3-(3-Hydroxy-4-methoxyphenyl)-1-[4-(2-oxo-2-piperidin-1-ylethoxy)phenyl]prop-2-en-1-one OC=1C=C(C=CC1OC)/C=C/C(=O)C1=CC=C(C=C1)OCC(N1CCCCC1)=O